8-Hydroxy-3-quinolinyl beta-D-glucopyranosiduronic acid O([C@H]1[C@H](O)[C@@H](O)[C@H](O)[C@H](O1)C(=O)O)C=1C=NC2=C(C=CC=C2C1)O